FC(C(=O)O)(F)F.NCC(CN1N=NN(C1=O)CC=1SC(=CC1)C1=CC=C(C=C1)S(=O)(=O)C)=C(F)F 1-[2-(aminomethyl)-3,3-difluoro-allyl]-4-[[5-(4-methylsulfonylphenyl)-2-thienyl]methyl]tetrazol-5-one trifluoroacetate